L-Glutamic acid, magnesium salt [Mg+2].N[C@@H](CCC(=O)[O-])C(=O)[O-]